C(CCC)C1C(=NN(C1(C(=O)NCCOC)C)C=1C=C(C=CC1)C)C1=CC=C(C=C1)F 4-butyl-3-(4-fluorophenyl)-N-(2-methoxyethyl)-5-methyl-1-m-tolyl-4,5-dihydro-1H-pyrazole-5-carboxamide